C(CC)CCCCCCCCCCCC propyl-dodecane